NC=1C=CC(=C(C1)N1N=CC(=C1)C(=O)OCC)Cl ethyl 1-(5-amino-2-chlorophenyl)-1H-pyrazole-4-carboxylate